methyl (2S)-2-({5-[(2-{[(2S)-1-methoxy-1-oxopropan-2-yl]carbamoyl}-1,3-dioxo-2,3-dihydro-1H-inden-5-yl)oxy]-1,3-dioxo-2,3-dihydro-1H-inden-2-yl}formamido)propanoate COC([C@H](C)NC(=O)C1C(C2=CC=C(C=C2C1=O)OC=1C=C2C(C(C(C2=CC1)=O)C(=O)N[C@H](C(=O)OC)C)=O)=O)=O